N-[(S)-phenyl[5-(propan-2-yl)pyridin-2-yl]methyl]pyrrolidine-2-carboxamide C1(=CC=CC=C1)[C@H](NC(=O)C1NCCC1)C1=NC=C(C=C1)C(C)C